BrC=1C=C(C=2N(C1)N=CC2C#N)N2CC(CC2)NC(OC(C)(C)C)=O tert-butyl (1-(6-bromo-3-cyanopyrazolo[1,5-a]pyridin-4-yl)pyrrolidin-3-yl)carbamate